C12(C(=CC=C3C4=CC=CC=C4C=C13)C=1C(=NN=NC1)C1=CC=CC=C1)C=CC=C1C3=CC=CC=C3C=C12 (spirobifluorenyl)phenyltriazine